N1=NC(=CC=C1)C1(CC1)NC(=O)[C@H]1CN(CC[C@@H]1NC(=O)C1=NOC(=C1)C1=C(C=C(C=C1)F)F)CC1CC1 (3S,4S)-1-Cyclopropylmethyl-4-{[5-(2,4-difluoro-phenyl)-isoxazole-3-carbonyl]-amino}-piperidine-3-carboxylic acid (1-pyridazin-3-yl-cyclopropyl)-amide